2-thioxodihydropyrimidine S=C1NC=CCN1